[Si](C1=CC=CC=C1)(C1=CC=CC=C1)(C(C)(C)C)OCC=1C=C(C=CC1)N(C(OC(C)(C)C)=O)CC1=C(C=CC(=C1)CO)OC tert-butyl (3-(((tert-butyldiphenylsilyl)oxy)methyl)phenyl)(5-(hydroxymethyl)-2-methoxybenzyl)carbamate